benzyl 4-(((2S,6R)-4-(4-amino-2,6-difluorophenyl)-2,6-dimethylpiperazin-1-yl)methyl)piperidine-1-carboxylate NC1=CC(=C(C(=C1)F)N1C[C@@H](N([C@@H](C1)C)CC1CCN(CC1)C(=O)OCC1=CC=CC=C1)C)F